NC[C@H](C)N (S)-1,2-diaminopropane